N[C@H]1CN(C[C@@H](C1)F)C(=O)C1=CC2=C(N(C(=N2)C=2N3C(CN(C4=CC=CC(C2)=C34)CCCO)C)C)C(=C1)OC [(3R,5R)-3-amino-5-fluoro-1-piperidyl]-[2-[9-(3-hydroxypropyl)-11-methyl-1,9-diazatricyclo[6.3.1.04,12]dodeca-2,4(12),5,7-tetraen-2-yl]-7-methoxy-1-methyl-benzimidazol-5-yl]methanone